7-fluoro-N-((1S,3r)-3-(4-(2-fluorophenyl)-5-(6-methylpyridin-2-yl)-4H-1,2,4-triazol-3-yl)cyclobutyl)quinoxaline-5-carboxamide FC=1C=C(C=2N=CC=NC2C1)C(=O)NC1CC(C1)C1=NN=C(N1C1=C(C=CC=C1)F)C1=NC(=CC=C1)C